C(C)(C)(C)OC(=O)N[C@H](C(=O)OC)CC1=CC2=C(N(C(O2)=O)COCC[Si](C)(C)C)C=C1 methyl (S)-2-((tert-butoxycarbonyl)amino)-3-(2-oxo-3-((2-(trimethylsilyl)ethoxy)methyl)-2,3-dihydrobenzo[d]oxazol-6-yl)propanoate